5-(((2,6-bis(bis(2-methoxyethyl)amino)-8-(4-methoxypiperidin-1-yl)pyrimido[5,4-d]pyrimidin-4-yl)amino)methyl)-2-chlorobenzonitrile COCCN(C=1N=C(C2=C(N1)C(=NC(=N2)N(CCOC)CCOC)N2CCC(CC2)OC)NCC=2C=CC(=C(C#N)C2)Cl)CCOC